C1(=CC=CC2=CC=CC=C12)NC1=CC=CC=2OC3=C(C21)C=CC=C3 N-(naphthalen-1-yl)dibenzo[b,d]furan-1-amine